C(C1=CC=CC=C1)C(O)(CN)C Benzylmethylethanolamin